diphenoxypentyl-phosphine chloride [Cl-].O(C1=CC=CC=C1)C(CCCCP)OC1=CC=CC=C1